FC(C=1C=C(C(=O)C2=NC3=CC=C(C=C3C(N2)=O)NC(CCl)=O)C=CC1)(F)F 2-(3-trifluoromethylbenzoyl)-6-(2-chloroacetylamino)-4(3H)-quinazolinone